7-(benzofuran-7-yl)-6-fluoro-4-((R)-2-methylpiperazin-1-yl)-2-(((S)-1-methylpyrrolidin-2-yl)methoxy)pyrido[2,3-d]pyrimidine O1C=CC2=C1C(=CC=C2)C=2C(=CC1=C(N=C(N=C1N1[C@@H](CNCC1)C)OC[C@H]1N(CCC1)C)N2)F